C1([C@H](O)[C@@H](O)[C@H](O)[C@H](O1)CO)OC[C@H]([C@H]([C@@H]([C@H](C=O)O)O)O)O D-glucopyranosyl-(1→6)-D-glucose